7-(1,4-dioxaspiro[4.5]decan-8-yl)pyrazolo[1,5-a]pyridine O1CCOC12CCC(CC2)C2=CC=CC=1N2N=CC1